COC(=O)C1=CC2=C(N(C(=N2)C2=CC=3C(=NC=CC3)N2CCCCC=C)CC2=CC(=CC=C2)Br)C(=C1)OC 1-(3-bromobenzyl)-2-(1-(hex-5-en-1-yl)-1H-pyrrolo[2,3-b]pyridin-2-yl)-7-methoxy-1H-benzo[d]imidazole-5-carboxylic acid methyl ester